FC(C(C(F)(F)F)(O)C=1NC=C(N1)CC1=CC=NC=C1)(F)F 1,1,1,3,3,3-Hexafluoro-2-(4-(pyridin-4-ylmethyl)-1H-imidazol-2-yl)propan-2-ol